C1(=CC=CC=C1)S(=O)(=O)CCN1CCC(CC1)C=1C=C(C(=O)N[C@H](C)C2=CC=CC3=CC=CC=C23)C=CC1 3-[1-[2-(Benzenesulfonyl)ethyl]-4-piperidyl]-N-[(1R)-1-(1-naphthyl)ethyl]benzamide